N-(4-((S)-2-(4-chloro-2,6-difluorophenyl)propyl)-6-(((R)-1-hydroxy-4-methylpent-2-yl)amino)-1,3,5-triazin-2-yl)methanesulfonamide dotriacontan-1-yl-arachidate C(CCCCCCCCCCCCCCCCCCCCCCCCCCCCCCC)OC(CCCCCCCCCCCCCCCCCCC)=O.ClC1=CC(=C(C(=C1)F)[C@H](CC1=NC(=NC(=N1)N[C@@H](CO)CC(C)C)NS(=O)(=O)C)C)F